COC([C@H](CC(=O)N1CC2=CC(=C(C=C2C1)Br)OC)C)=O (2S)-4-(5-bromo-6-methoxy-isoindolin-2-yl)-2-methyl-4-oxobutanoic acid methyl ester